C(CCC)OOC1C(CC(CC1)C(C)(C)C)C(C)(C)C butylperoxy-2,4-di-t-butylcyclohexane